ClC=1C(=C(C=CC1)C(CO)(C)NC1=NC2=C(N1)C=CC=C2CN2C(OC=C2)=N)F 2-(3-chloro-2-fluorophenyl)-2-({4-[(2-imino-2,3-dihydro-1,3-oxazol-3-yl)methyl]-1H-1,3-benzodiazol-2-yl}amino)propan-1-ol